4-(6-amino-pyridin-3-yl)piperazine-1-carboxylic acid tert-butyl ester C(C)(C)(C)OC(=O)N1CCN(CC1)C=1C=NC(=CC1)N